6-chloro-5-fluoro-1-(4-fluoro-2-methylphenyl)-3-(2-methyl-6-oxo-1,6-dihydropyridin-3-yl)-4-oxo-1,2,3,4-tetra-hydroquinazoline-7-carbonitrile ClC=1C(=C2C(N(CN(C2=CC1C#N)C1=C(C=C(C=C1)F)C)C1=C(NC(C=C1)=O)C)=O)F